3''-chloro-5'-cyclopropyl-4''-((3,5-difluoropyridin-2-yl)methoxy)-3-(2-hydroxypropan-2-yl)-6''-Methyl-2H,2''H-[1,2':4',1''-terpyridine]-2,2''-dione ClC=1C(N(C(=CC1OCC1=NC=C(C=C1F)F)C)C1=CC(=NC=C1C1CC1)N1C(C(=CC=C1)C(C)(C)O)=O)=O